NC1=NC=CC=C1C1=NC=2C(=NC(=CC2)C2=CC=CC=C2)N1C1=CC=C(CN2CCC(CC2)NC(=O)C2=NC(=NC=C2)C#N)C=C1 N-(1-(4-(2-(2-aminopyridin-3-yl)-5-phenyl-3H-imidazo[4,5-b]pyridin-3-yl)benzyl)piperidin-4-yl)-2-cyanopyrimidine-4-carboxamide